10-(phenylmethoxy)-1-decanol C1(=CC=CC=C1)COCCCCCCCCCCO